5-(4-((2R,5S)-5-(4-chlorobenzyl)-2-(3-methyl-1H-pyrazol-5-yl)morpholino)-piperidin-1-yl)-4H-1,2,4-triazol-3-amine 2,2,2-trifluoroacetate FC(C(=O)O)(F)F.ClC1=CC=C(C[C@@H]2N(C[C@@H](OC2)C2=CC(=NN2)C)C2CCN(CC2)C=2NC(=NN2)N)C=C1